C(CCC)C1(CS(C2=C(N(C1)C1=CC=C(C=C1)NS(=O)(=O)C)C=C(C(=C2)O/C=C/C(=O)O)SC)(=O)=O)CCCC (E)-3-((3,3-dibutyl-5-(4-(methylsulfonamido)phenyl)-7-(methylthio)-1,1-dioxido-2,3,4,5-tetrahydro-1,5-benzothiazepin-8-yl)oxy)acrylic Acid